OC[C@H]1NC([C@@H]2[C@H]1OC(O2)(C)C)=O (3aS,6R,6aS)-6-(hydroxymethyl)-2,2-dimethyl-tetrahydro-[1,3]dioxolo[4,5-c]pyrrol-4-one